C(C)OC(NCCOC=1C=CC2=C(C(C=3NC4=CC(=CC=C4C3C2=O)C#N)(C)C)C1)=O [2-(3-Cyano-6,6-dimethyl-11-oxo-6,11-dihydro-5H-benzo[b]carbazol-8-yloxy)-ethyl]-carbamic acid ethyl ester